C(C)(=O)NC1=CC=NN1C1=NN=C(S1)NC(=O)C=1OC(C(=C(C1)NCCOC)OC)=O N-[5-(5-acetamidopyrazol-1-yl)-1,3,4-thiadiazol-2-yl]-5-methoxy-4-[(2-methoxyethyl)amino]-6-oxopyran-2-carboxamide